C(C1=CC=CC=C1)N1[C@H](CC(C[C@H]1C)N1N=CC(=C1)[N+](=O)[O-])C (2S,4r,6R)-1-benzyl-2,6-dimethyl-4-(4-nitro-1H-pyrazol-1-yl)piperidine